(E)-but-2-en C\C=C\C